C(C)O[Si](OCC)(OCC)CN1CCOCC1 4-(Trieth-oxysilylmethyl)tetrahydro-1,4-oxazin